OCP hydroxymethyl-phosphine